B([O-])([O-])[O-].FC(C(C(F)(F)F)O[Mg+])(F)F.FC(C(C(F)(F)F)O[Mg+])(F)F.FC(C(C(F)(F)F)O[Mg+])(F)F (hexafluoroisopropyloxy)magnesium borate